N=1C=NN2C1C=CC(=C2)C=2C=CN1N=C(N=C(C12)OC([2H])([2H])[2H])NC1CC(C1)(C)NC(C)=O N-((1r,3r)-3-((5-([1,2,4]triazolo[1,5-a]pyridin-6-yl)-4-(methoxy-d3)pyrrolo[2,1-f][1,2,4]triazin-2-yl)amino)-1-methylcyclobutyl)acetamide